sodium 4-nitrobenzene methanesulfonate CS(=O)(=O)[O-].[N+](=O)([O-])C1=CC=CC=C1.[Na+]